C(C1=CC=CC=C1)SC=1N=C(C(=NC1)CO)Cl (5-(benzylthio)-3-chloropyrazin-2-yl)methanol